dihydro-3(s)-imino-2-ethyl-pyrazine N=C1C(NC=CN1)CC